FC=1C(=NC(=NC1)C1CN(CC1)C(=O)C1=C(OC=2N=CN=C(C21)NC2(CC2)C)C)C 5-[3-(5-fluoro-4-methylpyrimidin-2-yl)pyrrolidine-1-carbonyl]-6-methyl-N-(1-methylcyclopropyl)furo[2,3-d]pyrimidin-4-amine